Ethyl 2-(p-Tolyl)-6-(4-(trifluoromethyl)phenyl)pyrazolo[1,5-a]pyrimidine-7-carboxylate C1(=CC=C(C=C1)C1=NN2C(N=CC(=C2C(=O)OCC)C2=CC=C(C=C2)C(F)(F)F)=C1)C